7-methoxy-4-(1-methyl-3-phenyl-1H-pyrazol-4-yl)pyrido[3,2-d]pyrimidin COC1=CC=2N=CN=C(C2N=C1)C=1C(=NN(C1)C)C1=CC=CC=C1